N1C=NC=C1CC(C(=O)O)NC(=O)[C@H]1NCCC1 3-(1H-imidazol-5-yl)-2-[[(2S)-pyrrolidine-2-carbonyl]amino]propanoic acid